3-(4-(3,6-diazabicyclo[3.1.1]heptane-6-yl)-5,7-difluoro-1-oxoisoindoline-2-yl)piperidine C12CNCC(N1C1=C3CN(C(C3=C(C=C1F)F)=O)C1CNCCC1)C2